magnesium oxide diacetate C(C)(=O)O.C(C)(=O)O.[O-2].[Mg+2]